CN1N=CC2=CC(=CC=C12)NC1=NC=C2C(=N1)N(N(C2=O)CC=C)C2=NC(=CC=C2)NC2CCN(CC2)C 6-[(1-methyl-1H-indazol-5-yl)amino]-1-{6-[(1-methylpiperidin-4-yl)amino]pyridin-2-yl}-2-(prop-2-en-1-yl)-1H,2H,3H-pyrazolo[3,4-d]pyrimidin-3-one